L-N-acetyl-lysine C(C)(=O)N[C@@H](CCCCN)C(=O)O